[(3S,9aS)-3-hydroxy-3-[2-(6-methoxy-3-pyridyl)thiazol-4-yl]-1,4,6,7,9,9a-hexahydropyrazino[2,1-c][1,4]oxazin-8-yl]-(2-chloro-3-methoxy-phenyl)methanone O[C@]1(CN2[C@H](CO1)CN(CC2)C(=O)C2=C(C(=CC=C2)OC)Cl)C=2N=C(SC2)C=2C=NC(=CC2)OC